NC1=C(C=C(C=C1)C1=CC=CC=C1)C(C(=O)N)C 2-(4-amino-[1,1'-biphenyl]-3-yl)propanamide